(S)-(1-(4-(3-chloro-4-methoxybenzylamino)-5-(pyrimidin-2-ylmethyl carbamoyl)pyrimidin-2-yl)pyrrolidin-2-yl)methyl 6-(nitrooxy)hexyl carbonate C(OC[C@H]1N(CCC1)C1=NC=C(C(=N1)NCC1=CC(=C(C=C1)OC)Cl)C(NCC1=NC=CC=N1)=O)(OCCCCCCO[N+](=O)[O-])=O